3-hydroxy-3-(4-piperidinyl)azetidine-1-carboxylic acid tert-butyl ester C(C)(C)(C)OC(=O)N1CC(C1)(C1CCNCC1)O